C(C1=CC=CC=C1)C=1N=C(C2=C(N1)CCN=C2)Cl benzyl-4-chloro-7,8-dihydropyrido[4,3-d]pyrimidine